FC(CN1C(=C(C(C(=C1)C1=CC(=C(C=C1)F)F)=O)C(=O)NC1=CC(=C(C=C1)OC1=CC=NC2=CC(=C(N=C12)OC)OC)F)C)F 1-(2,2-difluoroethyl)-5-(3,4-difluorophenyl)-N-[4-[(6,7-dimethoxy-1,5-naphthyridin-4-yl)oxy]-3-fluorophenyl]-2-methyl-4-oxopyridine-3-carboxamide